C(C)OC(CCN(C(=O)OC(C)(C)C)CC=C)=O 3-(Allyl-(tert-butoxycarbonyl)amino)propionic acid ethyl ester